N-((2S,3S)-2-((3',5'-difluorobiphenyl-3-yl)methyl)-1-(2-hydroxy-2-methylpropanoyl)pyrrolidin-3-yl)-1,1-difluoromethanesulfonamide FC=1C=C(C=C(C1)F)C1=CC(=CC=C1)C[C@@H]1N(CC[C@@H]1NS(=O)(=O)C(F)F)C(C(C)(C)O)=O